N,N-dimethylethylenediammonium C[NH+](CC[NH3+])C